ethyl 4-(3-amino-3-methylbutanamido)-1-methylimidazole-2-carboxylate NC(CC(=O)NC=1N=C(N(C1)C)C(=O)OCC)(C)C